Racemic-N-(5,6-dimethyl-3-pyridyl)-2-[(2S,5R)-2-[4-(methanesulfonamido)phenyl]-5-methyl-1-piperidyl]-2-oxo-acetamide CC=1C=C(C=NC1C)NC(C(=O)N1[C@@H](CC[C@H](C1)C)C1=CC=C(C=C1)NS(=O)(=O)C)=O |r|